FC(N1C(=NC2=C1C=CC=C2)C2CCN(CC2)CC2=CC=C1C(=NN(C1=C2)C)C2=C(C=CC=C2)C)F 6-((4-(1-(difluoromethyl)-1H-benzo[d]imidazol-2-yl)piperidin-1-yl)methyl)-1-methyl-3-(o-tolyl)-1H-indazole